C(CCCCCCCCCC)NC=1C(C2=CC=CC=C2C(C1)=O)=O 2-undecylamino-1,4-naphthoquinone